1-(3-(3-(azetidin-1-yl)-5-fluoro-8,9-dihydropyrido[3',2':4,5]pyrrolo[1,2-a]pyrazin-7(6H)-yl)-3-oxopropoxy)propan N1(CCC1)C1=CC=2C(=C3N(CCN(C3)C(CCOCCC)=O)C2N=C1)F